F[C@H]1[C@H](C[C@@]2(CC[C@H]1N2)C)C(=C)C2=CC=C(N=N2)C2=C(C=C(C=C2)C2=NC(N(C=N2)C)=O)O 4-(4-(6-(1-((1S,3R,4S,5R)-4-fluoro-1-methyl-8-azabicyclo[3.2.1]octan-3-yl)vinyl)pyridazin-3-yl)-3-hydroxyphenyl)-1-methyl-1,3,5-triazin-2(1H)-one